OC(CC(C)C)=C1C(CC(CC1=O)(C)C)=O 2-(1-hydroxy-3-methyl-butylidene)-5,5-dimethyl-cyclohexane-1,3-dione